FC=1C=C(C=CC1)[C@@H](O)C12CCC(CC1)(N2)CC2=CC=C(C=C2)OC(F)(F)F (R)-(3-Fluorophenyl)(4-(4-(trifluoromethoxy)benzyl)-7-azabicyclo[2.2.1]heptan-1-yl)methanol